BrC=1C=C(OC2=C(C=C(C=C2Cl)N2N=C(C(NC2=O)=O)C#N)Cl)C=CC1[N+](=O)[O-] 2-[4-(3-bromo-4-nitro-phenoxy)-3,5-dichloro-phenyl]-3,5-dioxo-1,2,4-triazine-6-carbonitrile